NC1=C2N=C(N(C2=NC(=N1)OCCO)CC=1C=C(CP(OC)(OC)=O)C=CC1)OC dimethyl (3-((6-amino-2-(2-hydroxyethoxy)-8-methoxy-9H-purin-9-yl)methyl)benzyl)phosphonate